dihydroxycyclobutenediylium dihydroxide [OH-].[OH-].OC1C([C+]=[C+]1)O